C(C)(=O)N1N(C(=C(C1=O)C(F)(F)F)ON(C(=O)C=1OC=CC1)C)C1=CC=CC=C1 N-((1-acetyl-5-oxo-2-phenyl-4-trifluoromethyl-1H-pyrazol-3-yl)oxy)-N-methylfuran-2-carboxamide